[Si](C)(C)(C(C)(C)C)OCC(F)(F)C=1C(=C(C=CC1)C(C)N)F 1-(3-(2-((tert-butyldimethylsilyl)oxy)-1,1-difluoroethyl)-2-fluorophenyl)ethan-1-amine